C(C)(=O)C1=CN(C2=CC=C(C=C12)N)CC(=O)N(C1CC1)CC(=O)NCC1=C(C(=CC=C1)Cl)F 2-(3-acetyl-5-amino-1H-indol-1-yl)-N-(2-((3-chloro-2-fluorobenzyl)amino)-2-oxoethyl)-N-cyclopropylacetamide